[Cl-].C(CCCCCCC)[N+]1(CCCC1)CCCC 1-octyl-1-butyl-pyrrolidinium chloride